ethyl 1-(1-methyl-1H-pyrazol-4-yl)pyrrolidine-3-carboxylate CN1N=CC(=C1)N1CC(CC1)C(=O)OCC